tert-butyl (2S,4S)-4-(8-chloro-6-fluoro-7-(4-fluorophenyl)-4-(methylthio)-1H-[1,2,3]triazolo[4,5-c]quinolin-1-yl)-2-(cyanomethyl)piperidine-1-carboxylate ClC1=CC=2C3=C(C(=NC2C(=C1C1=CC=C(C=C1)F)F)SC)N=NN3[C@@H]3C[C@H](N(CC3)C(=O)OC(C)(C)C)CC#N